(R,E)-N-(2-hydroxy-4-nitrophenyl)-3-(1-methylpyrrolidin-2-yl)acrylamide OC1=C(C=CC(=C1)[N+](=O)[O-])NC(\C=C\[C@@H]1N(CCC1)C)=O